N-(3-((2,6-dioxopiperidin-3-yl)amino)phenyl)-7-(piperidin-1-yl)heptanamide O=C1NC(CCC1NC=1C=C(C=CC1)NC(CCCCCCN1CCCCC1)=O)=O